4-(4-{5-[5-Fluoro-6-(2-methoxyethoxy)-1H-indazol-3-yl]-1,2-oxazol-3-yl}benzoyl)-3-methyl-1λ6-thiomorpholine-1,1-dione FC=1C=C2C(=NNC2=CC1OCCOC)C1=CC(=NO1)C1=CC=C(C(=O)N2C(CS(CC2)(=O)=O)C)C=C1